OC1=CC=C(C=C1)C1=CC=C(C=C1)C(C)(C1=CC=C(C=C1)O)C1=CC=C(C=C1)O 1-[4-(4-hydroxyphenyl)phenyl]-1,1-bis(4-hydroxyphenyl)ethane